(3S,4R)-4-(4-(1-(2,6-Dioxopiperidin-3-yl)-3-methyl-2-oxo-2,3-dihydro-1H-benzo[d]imidazol-4-yl)piperazin-1-yl)-3-fluoropiperidine-1-carboxylic acid tert-butyl ester C(C)(C)(C)OC(=O)N1C[C@@H]([C@@H](CC1)N1CCN(CC1)C1=CC=CC=2N(C(N(C21)C)=O)C2C(NC(CC2)=O)=O)F